CN1N=CC(=C1C1=CC=2N(C=C1)N=C(C2)NC=2N=NC(=CC2)C)OC[C@@H]2N(CC2)C 5-[2-methyl-4-[[(2R)-1-methylazetidin-2-yl]methoxy]pyrazol-3-yl]-N-(6-methylpyridazin-3-yl)pyrazolo[1,5-a]pyridin-2-amine